N'-(2,1,3-benzothiadiazol-5-ylmethyl)-N-methyl-acetohydrazide N=1SN=C2C1C=CC(=C2)CNN(C(C)=O)C